C(C)(C)(C)PC(C)(C)C di-tert-butyl-(phosphine)